dicyclohexylethyldimethoxysilane C1(CCCCC1)C(C[SiH](OC)OC)C1CCCCC1